1-(4-bromo-2,5-dimethoxyphenyl)ethanone tert-butyl-(E)-(5-(4-(5-((3,4-dimethoxybenzyl)oxy)thiazolo[5,4-b]pyridin-2-yl)but-3-en-1-yn-1-yl)pyrazin-2-yl)(methyl)carbamate C(C)(C)(C)OC(N(C)C1=NC=C(N=C1)C#C\C=C\C=1SC2=NC(=CC=C2N1)OCC1=CC(=C(C=C1)OC)OC)=O.BrC1=CC(=C(C=C1OC)C(C)=O)OC